methyl 6-[4-(dibutoxymethyl)piperidin-1-yl]pyridazine-3-carboxylate C(CCC)OC(C1CCN(CC1)C1=CC=C(N=N1)C(=O)OC)OCCCC